O=C1NC(CC[C@@H]1N1C(C2=CC=C(C=C2C1=O)N1CC(C1)N1CCN(CC1)C1=CC=C(C=C1)NC1=C2N=CN(C2=NC=N1)C1CC(C1)NC(CC1=CC=CC=C1)=O)=O)=O N-((1s,3s)-3-(6-((4-(4-(1-(2-(2,6-dioxopiperidin-3-yl)-1,3-dioxoisoindolin-5-yl)azetidin-3-yl)piperazin-1-yl)phenyl)amino)-9H-purin-9-yl)cyclobutyl)-2-phenylacetamide